(11-((2-(sec-butyl)-1,3-dioxoisoindolin-4-yl)amino)-11-oxoundecyl)tricyclohexylphosphonium bromide [Br-].C(C)(CC)N1C(C2=CC=CC(=C2C1=O)NC(CCCCCCCCCC[P+](C1CCCCC1)(C1CCCCC1)C1CCCCC1)=O)=O